5-((1R)-2-(2-aminoquinolin-7-yl)cyclopropyl)cyclopentane-1,2-diol NC1=NC2=CC(=CC=C2C=C1)C1[C@@H](C1)C1CCC(C1O)O